F[C@H]1C[C@H](N2N=C(N=C21)S(=O)(=O)C)C2=CC=CC=C2 (5s,7s)-7-fluoro-2-methylsulfonyl-5-phenyl-6,7-dihydro-5H-pyrrolo[1,2-b][1,2,4]triazole